ClC1=CC=C(C(=O)O)C=C1.NC1=CC=C2C(=C3C(O2)=CC=CC(=C3)NC(=O)C3=CN=NC=C3)C1 N-(2-aminocyclohepta[b]benzofur-9-yl)pyridazine-4-carboxamide 4-chlorobenzoate